O=C1N(C(CN1C1=CC(=C(C=C1)CN1CCNCC1)C(F)(F)F)=O)C1=CC(=C(OC2=CC(=NC=C2)C(=O)NC)C=C1)C(C)C 4-(4-{2,5-dioxo-3-[4-(1-piperazinylmethyl)-3-(trifluoromethyl)phenyl]-1-imidazolidinyl}-2-isopropylphenoxy)-N-methyl-2-pyridinecarboxamide